CC1CC2C(CC1COC(=O)C1CC3C(CC1C)O3)O2 (3,4-epoxy-6-methylcyclohexyl)methyl-3,4-epoxy-6-methylcyclohexanecarboxylate